(E)-N-(4-fluorobenzyl)-1-(3-phenoxyphenyl)methanimine FC1=CC=C(C/N=C/C2=CC(=CC=C2)OC2=CC=CC=C2)C=C1